racemic-tert-butyl 1,7-dioxa-10-azaspiro[4.6]undecane-10-carboxylate O1CCC[C@@]12COCCN(C2)C(=O)OC(C)(C)C |r|